tert-butyl 3-(4-cyanophenyl)-4-(hydroxymethyl)-5,6-dihydropyridine-1(2H)-carboxylate C(#N)C1=CC=C(C=C1)C=1CN(CCC1CO)C(=O)OC(C)(C)C